O1COC2=C1C=CC(=C2)C2(CCN(CC2)C2=C(C=NC1=CC=C(C=C21)OC(F)(F)F)S(=O)(=O)C2=CC=C(C=C2)CC)O 4-(benzo[d][1,3]dioxol-5-yl)-1-(3-((4-ethylphenyl)sulfonyl)-6-(trifluoromethoxy)quinolin-4-yl)piperidin-4-ol